CC(C(=O)OC(C)(C)C)(C)C1=CN=C(S1)S(N)(=O)=O tert-butyl 2-methyl-2-(2-sulfamoyl-1,3-thiazol-5-yl)propanoate